5-Fluoro-pyridine-2-carboxylic acid {3-[5-(6-methyl-pyridin-3-yl)-[1,3,4]oxadiazol-2-yl]-adamantan-1-yl}-amide CC1=CC=C(C=N1)C1=NN=C(O1)C12CC3(CC(CC(C1)C3)C2)NC(=O)C2=NC=C(C=C2)F